3-bromo-1-methyl-6,7-dihydro-5H-pyrrolo[1,2-c]imidazole BrC1=NC(=C2N1CCC2)C